N-(4-((6-methyl-2-(pyrrolidin-1-yl)pyrimidin-4-yl)amino)phenyl)-1H-pyrrolo[2,3-b]pyridine-3-carboxamide CC1=CC(=NC(=N1)N1CCCC1)NC1=CC=C(C=C1)NC(=O)C1=CNC2=NC=CC=C21